CN(C1=CC=C(C=C1)\C(\C(\C)=N\NC(NCC)=S)=N/NC(NCC)=S)C (2E,2'E)-2,2'-(1-(4-(dimethylamino)phenyl)propane-1,2-diylidene)bis(N-ethylhydrazine-1-carbothioamide)